methyl-14β-fluoro-11β-hydroxypregna-1,4-diene-3,20-dione CCC([C@H]1CC[C@@]2([C@@H]3CCC4=CC(C=C[C@]4(C)[C@H]3[C@H](C[C@]12C)O)=O)F)=O